C1(CCC1)[Mg].[Br] bromine (cyclobutyl)magnesium